C(#N)/C(/C(=O)N(C)CCN(C)C)=C\C=1OC(=CC1)C1=NC=2C(=C3C(=NC2)NC=C3)N1C1CCN(CC1)C (E)-2-cyano-N-(2-(dimethylamino)ethyl)-N-methyl-3-(5-(1-(1-methylpiperidin-4-yl)-1,6-dihydroimidazo[4,5-d]pyrrolo[2,3-b]pyridin-2-yl)furan-2-yl)acrylamide